COC(C1=C(C=C(C=C1)N1CCC(CC1)CC(OC)OC)C#N)=O.FC(C=1C=C(C=C(C1)C(F)(F)F)B(C1=CC(=CC(=C1)C(F)(F)F)C(F)(F)F)C1=CC(=CC(=C1)C(F)(F)F)C(F)(F)F)(F)F tris[3,5-bis(trifluoromethyl)phenyl]boron methyl-2-cyano-4-[4-(2,2-dimethoxyethyl)piperidin-1-yl]-benzoate